7-((cis)-4-(hexahydropyrrolo[1,2-a]pyrazin-2(1H)-yl)cyclohexyl)-5-(4-phenoxyphenyl)-7H-pyrrolo[2,3-d]pyrimidin-4-amine C1C2N(CCN1[C@H]1CC[C@H](CC1)N1C=C(C3=C1N=CN=C3N)C3=CC=C(C=C3)OC3=CC=CC=C3)CCC2